ClC=1C(=CC2=C(NC(=N2)C=2C=C(C=CC2)NC2=NC=C(C=N2)C=2N=NC=CC2)C1)OC(F)(F)F N-[3-[6-chloro-5-(trifluoromethoxy)-1H-benzo[d]imidazol-2-yl]phenyl]-5-pyridazin-3-yl-pyrimidin-2-amine